(2S,4R)-1-[(2S)-3,3-dimethyl-2-[4-(1-sulfamoylcyclopropyl)triazol-1-yl]butanoyl]-4-hydroxy-N-methyl-pyrrolidine-2-carboxamide CC([C@@H](C(=O)N1[C@@H](C[C@H](C1)O)C(=O)NC)N1N=NC(=C1)C1(CC1)S(N)(=O)=O)(C)C